Cl.CN(C)CC1=CC=C(C(=O)O)C=C1 4-((dimethylamino)methyl)benzoic acid hydrochloride